6-methoxy-2-methylfuro[3,2-h]quinazolin-4-ol COC=1C=C2C(=NC(=NC2=C2C1C=CO2)C)O